CC1=CC(=C(C(=C1)C)N=C=O)C=CC1=CC=CC=C1 4,6-dimethyl-2-styryl-isocyanatobenzene